NC1=C(OC2=C(C(=C(C=C2)OC2=C(C=CC=C2)N)C)C)C=CC=C1 1,4-bis(2-aminophenoxy)-2,3-dimethylbenzene